NBr amino-bromine